5-((4-(2-chlorophenyl)piperidin-1-yl)methyl)-2-(2,4-dioxotetrahydropyrimidin-1(2H)-yl)isoindoline-1,3-dione ClC1=C(C=CC=C1)C1CCN(CC1)CC=1C=C2C(N(C(C2=CC1)=O)N1C(NC(CC1)=O)=O)=O